C(C)(C)(C)OC(=O)N1CCN(CC1)C1=NC=C(C(=O)O)C=C1Cl 6-(4-(tert-butoxycarbonyl)piperazin-1-yl)-5-chloronicotinic acid